N-[(6-Amino-2-pyridyl)sulfonyl]-6-[5-methyl-3-(trifluoromethyl)pyrazol-1-yl]-2-(2,4,6-trimethylphenoxy)pyridin-3-carboxamid NC1=CC=CC(=N1)S(=O)(=O)NC(=O)C=1C(=NC(=CC1)N1N=C(C=C1C)C(F)(F)F)OC1=C(C=C(C=C1C)C)C